2-(2'-hydroxy-6'-methoxy-4'-pentylphenyl)-1,3,3-trimethylbicyclo[2.2.1]heptan-2-ol OC1=C(C(=CC(=C1)CCCCC)OC)C1(C2(CCC(C1(C)C)C2)C)O